CS(=O)(=O)C1=CC=C(C=C1)CC1CC2(CN(C2)C(=O)OC(C)(C)C)C1 tert-butyl 6-[(4-methylsulfonylphenyl)methyl]-2-azaspiro[3.3]heptane-2-carboxylate